[PH4][PH4] diphosphorane